methyl 2-ketopropanoate (methyl pyruvate) CCC(C(=O)O)=O.O=C(C(=O)OC)C